ClC=1C=C(C=CC1Cl)CC(=O)N1CCN(CC1)C=1C=CC=2N(N1)C=NN2 2-(3,4-dichlorophenyl)-1-(4-{[1,2,4]triazolo[4,3-b]pyridazin-6-yl}piperazin-1-yl)ethan-1-one